COCCOCCOCCOC1=CC=C(C=C1)C1=CC=C2OC=3C=CC=4C(N(C(C5=CC=C(C3C45)C2=C1)=O)C1=CC=C(C=C1)CC(=O)O)=O 2-(4-(9-(4-(2-(2-(2-methoxyethoxy)ethoxy)ethoxy)phenyl)-1,3-dioxo-1H-xantheno[2,1,9-def]isoquinolin-2(3H)-yl)phenyl)acetic acid